ClC=1SC=CC1C1=NN2C=NC=3C=CC=CC3C2=N1 2-(2-chlorothiophen-3-yl)[1,2,4]triazolo[1,5-c]quinazolin